ClC=1C=C2C(=NC1OC)C=C(N2C)C(=O)NNC(C(F)(F)F)=N 6-chloro-5-methoxy-1-methyl-N'-(2,2,2-trifluoro-1-iminoethyl)-1H-pyrrolo[3,2-b]pyridine-2-carbohydrazide